(R)-4,4-difluoro-2-(3-methyl-1H-pyrazol-4-yl)-7-((R)-tetrahydrofuran-2-yl)-4,5,7,8-tetrahydro-3H-1-thia-5a,8-diazabenzo[cd]azulen-9(6H)-one FC1(CN2C=3C(=C(SC3C(N[C@H](C2)[C@@H]2OCCC2)=O)C=2C(=NNC2)C)C1)F